3-oxo-3-(pyridin-2-yl)propionitrile O=C(CC#N)C1=NC=CC=C1